7-fluoro-5-((2'-(5-cyanoisoindolin-2-yl)-[2,4'-bipyrimidin]-4-yl)ethynyl)-1H-indazole FC=1C=C(C=C2C=NNC12)C#CC1=NC(=NC=C1)C1=NC(=NC=C1)N1CC2=CC=C(C=C2C1)C#N